chlorine potassium chloride [Cl-].[K+].[Cl+].[Cl-]